tert-Butyl (3R)-3-[1-[(3-aminophenyl)methyl]-2-methoxy-2-oxo-ethyl]pyrrolidine-1-carboxylate NC=1C=C(C=CC1)CC(C(=O)OC)[C@@H]1CN(CC1)C(=O)OC(C)(C)C